ClC1=CC2=C(N(C(N2C)=O)CC2=CC(=CC=C2)OC)C=C1 5-chloro-1-(3-methoxybenzyl)-3-methyl-1,3-dihydro-2H-benzo[d]imidazol-2-one